O[C@@H]1C[C@H](N(C1)C([C@H](C(C)(C)C)N1N=NC(=C1)CCC(CCO)=O)=O)C(=O)NC (2S,4r)-4-hydroxy-1-[(2S)-2-[4-(5-hydroxy-3-oxo-pentyl)triazol-1-yl]-3,3-dimethyl-butyryl]-N-methyl-pyrrolidine-2-carboxamide